4-Methyl-1-(3-(4-(methylsulfonyl)piperazine-1-carbonyl)quinolin-4-yl)piperidine-4-carbonitrile CC1(CCN(CC1)C1=C(C=NC2=CC=CC=C12)C(=O)N1CCN(CC1)S(=O)(=O)C)C#N